oxybis(dimethoxytrityl) ether O1C2=C(C(C3=CC=C(C=C3)OC)(C3=CC=C(C=C3)OC)OC(C3=C1C=CC=C3)(C3=CC=C(C=C3)OC)C3=CC=C(C=C3)OC)C=CC=C2